ClC=1C=CC2=C(C[C@@H](CC=3N2C(=NN3)[C@@H]3CC[C@H](CC3)OC3=NC=CC=C3)NC(=O)C3CCC(CC3)(F)F)C1 N-{(5S)-8-Chloro-1-[trans-4-(pyridin-2-yloxy)cyclohexyl]-5,6-dihydro-4H-[1,2,4]triazolo[4,3-a][1]benzazepin-5-yl}-4,4-difluorocyclohexancarboxamid